6-[3-(2-ethyl-4-hydroxy-5-methyl-pyrazol-3-yl)-1H-1,2,4-triazol-5-yl]-4-imidazol-1-yl-pyridine-2-carboxamide C(C)N1N=C(C(=C1C1=NNC(=N1)C1=CC(=CC(=N1)C(=O)N)N1C=NC=C1)O)C